O=C1NC(CCC1N1C(C2=CC=CC(=C2C1=O)NC1CCN(CC1)C(=O)OC(C)(C)C)=O)=O tert-butyl 4-((2-(2,6-dioxopiperidin-3-yl)-1,3-dioxoisoindolin-4-yl)amino)piperidine-1-carboxylate